ClC=1C=C(C=C(C1OC1=NC=C(C(=C1)S(=O)(=O)C1CC1)O)Cl)N1N=C(C(NC1=O)=O)C(F)F 2-[3,5-dichloro-4-[(4-cyclopropylsulfonyl-5-hydroxy-2-pyridyl)oxy]phenyl]-6-(difluoromethyl)-1,2,4-triazine-3,5-dione